S(=O)[O-].[Zn+2].S(=O)[O-] zinc sulfanate